(R)-2-chloro-N-(6-(3-((5-cyano-4-methoxypyrimidin-2-yl)amino)piperidin-1-yl)-1-methyl-1H-pyrazolo[4,3-c]pyridin-3-yl)acetamide ClCC(=O)NC1=NN(C2=C1C=NC(=C2)N2C[C@@H](CCC2)NC2=NC=C(C(=N2)OC)C#N)C